1-(4-(5-((3s,4s)-4-amino-3-methyl-2-oxa-8-azaspiro[4.5]decan-8-yl)-6-(hydroxymethyl)pyrazin-2-ylsulfanyl)-3-chloropyridin-2-yl)-3-(hydroxymethyl)azetidine-3-carbonitrile N[C@@H]1[C@@H](OCC12CCN(CC2)C=2N=CC(=NC2CO)SC2=C(C(=NC=C2)N2CC(C2)(C#N)CO)Cl)C